C(C)O[Si]1(OCC(CO1)C)CCCS 2-ethoxy-5-methyl-[1,3,2]dioxasilinan-2-ylpropyl mercaptan